CC1=CC=C(C=C1)S(=O)(=O)OC[C@@H]1CN2C=3C(=C(SC3C(N1)=O)Br)CC(C2)(F)F (S)-(2-bromo-4,4-difluoro-9-oxo-4,5,6,7,8,9-hexahydro-3H-1-thia-5a,8-diazabenzo[cd]azulen-7-yl)methyl 4-methylbenzenesulfonate